methyl para-toluate C1(=CC=C(C=C1)C(=O)OC)C